2',4'-Dimethylacetophenon CC1=C(C=CC(=C1)C)C(C)=O